FC1(CCN(CC1)C1=NC2=CC(=C(C=C2C(=N1)NCO)OC)OCCCN1CCCC1)F ((2-(4,4-difluoropiperidin-1-yl)-6-methoxy-7-(3-(pyrrolidin-1-yl)propoxy)quinazolin-4-yl)amino)methanol